1-cyclopropyl-N-(cyclopropylmethyl)-N-((1-(1-(cis-4-isopropylcyclohexyl)piperidin-4-yl)-1H-indole-2-yl)methyl)methanamine C1(CC1)CN(CC=1N(C2=CC=CC=C2C1)C1CCN(CC1)[C@@H]1CC[C@@H](CC1)C(C)C)CC1CC1